FC1=CC=C(C=C1)S(=O)(=O)NC1=C(C(=O)NC=2SC=C(N2)C2=CC=C(C=C2)OC)C=CC=C1 2-[[(4-fluorophenyl)sulfonyl]amino]-N-[4-(4-methoxyphenyl)-2-thiazolyl]-benzamide